Br[C@H]1[C@@H]2N([C@H]([C@H]1CC2)CO)[C@@H](C)C2=CC=CC=C2 [(1R,3R,4R,7R)-7-bromo-2-[(1S)-1-phenylethyl]-2-azabicyclo[2.2.1]heptan-3-yl]methanol